tert-butyl N-[1-[4-(2,4-dioxohexahydropyrimidin-1-yl)-8-isoquinolyl]-4-piperidyl]-N-methyl-carbamate O=C1N(CCC(N1)=O)C1=CN=CC2=C(C=CC=C12)N1CCC(CC1)N(C(OC(C)(C)C)=O)C